10-[5-fluoro-2-methyl-3-(5-{[(2S)-1-(prop-2-enoyl)pyrrolidin-2-yl]methoxy}pyrimidin-4-yl)phenyl]-4,4-dimethyl-1,10-diazatricyclo[6.4.0.0^{2,6}]dodeca-2(6),7-dien-9-one FC=1C=C(C(=C(C1)N1C(C2=CC=3CC(CC3N2CC1)(C)C)=O)C)C1=NC=NC=C1OC[C@H]1N(CCC1)C(C=C)=O